N[C@@](C(=O)O)(CC1=C(C(=C(C=C1)B(O)O)F)F)C (R)-2-amino-3-(4-dihydroxyboryl-2,3-difluorophenyl)-2-methylpropanoic acid